4-Bromo-3-(4-fluorophenyl)-1-(2-hydroxyethyl)-1H-pyrazole-5-carboxylic acid BrC=1C(=NN(C1C(=O)O)CCO)C1=CC=C(C=C1)F